NC1=CC=C(C=C1)C=1C(=NN(C1C(=O)O)C=1SC(=C(N1)C1=CC(=C(C=C1)Cl)Cl)SC(C)C)C 4-(4-aminophenyl)-1-(4-(3,4-dichlorophenyl)-5-(isopropylthio)thiazol-2-yl)-3-methyl-1H-pyrazole-5-carboxylic acid